CN(CCN(C1=C(C=C(C(=C1)OC)NC1=NC=NC(=N1)N1CC(C2=NC=C(C=C21)C)(C)C)[N+](=O)[O-])C)C N1-(2-(dimethylamino)ethyl)-5-methoxy-N1-methyl-2-nitro-N4-(4-(3,3,6-trimethyl-2,3-dihydro-1H-pyrrolo[3,2-b]pyridin-1-yl)-1,3,5-triazin-2-yl)benzene-1,4-diamine